COC1=CC(=C(C=C1)NC1=CC2=C(C=N1)N(C(N2C2COCC2)=O)C)C 6-((4-methoxy-2-methylphenyl)amino)-3-methyl-1-(tetrahydrofuran-3-yl)-1,3-dihydro-2H-imidazo[4,5-c]pyridin-2-one